[N+](=O)(O)[O-].C(\C=C\C(=O)O)(=O)O fumaric acid nitrate